5-((1R,6S)-5-((3-ethyl-2-oxo-1,2-dihydropyrido[2,3-b]pyrazin-7-yl)methyl)-2,5-diazabicyclo[4.2.0]oct-2-yl)-N-methyl-pyridinecarboxamide C(C)C=1C(NC2=C(N1)N=CC(=C2)CN2CCN([C@@H]1CC[C@H]21)C=2C=CC(=NC2)C(=O)NC)=O